4-(2-chloro-4-fluorophenyl)-N-(2,6-difluorophenyl)-1,3-diphenyl-1H-pyrazol-5-amine ClC1=C(C=CC(=C1)F)C=1C(=NN(C1NC1=C(C=CC=C1F)F)C1=CC=CC=C1)C1=CC=CC=C1